C(C)OC(=O)C1N(CCC1=O)C(=O)OC(C)(C)C N-BOC-3-oxopyrrolidine-2-carboxylic acid ethyl ester